2,2',2''-((2S,5S,8S,11S)-2,5,8,11-tetraethyl-1,4,7,10-tetraazacyclododecane-1,4,7-triyl)triacetic acid C(C)[C@@H]1N(C[C@@H](NC[C@@H](N(C[C@@H](N(C1)CC(=O)O)CC)CC(=O)O)CC)CC)CC(=O)O